FC1=C(C=CC(=C1)C(F)(F)F)/C=C/C(=O)NCC(=O)N1CC2=C(C=C(C=C2CC1)CC(=O)OC(C)(C)C)CC(=O)OC tert-Butyl 2-[2-[2-[[(E)-3-[2-fluoro-4-(trifluoromethyl)phenyl]prop-2-enoyl]amino]acetyl]-8-(methoxycarbonylmethyl)-3,4-dihydro-1H-isoquinolin-6-yl]acetate